NC[C@@H](CC1=CC(=CC=C1)F)C1=C(SC=C1C=1C2=C(N=CN1)NC(C[C@H]2C)=O)C(=O)N ((S)-1-amino-3-(3-fluorophenyl)propan-2-yl)-4-((R)-5-methyl-7-oxo-5,6,7,8-tetrahydropyrido[2,3-d]pyrimidin-4-yl)thiophene-2-carboxamide